5-chloro-4-(3-methoxypropoxy)benzoic acid ClC=1C(=CC=C(C(=O)O)C1)OCCCOC